CC=1N(C(N(C1C)C1=C(C=C(C=C1C)C)C)[Ru]C=1SC=CC1)C1=C(C=C(C=C1C)C)C [4,5-dimethyl-1,3-bis(2,4,6-trimethylphenyl)imidazol-2-yl][2-thienyl]ruthenium (II)